COC(=O)C1=CC(=NN1C)C1CCOCC1 1-methyl-3-(tetrahydro-2H-pyran-4-yl)-1H-pyrazole-5-carboxylic acid methyl ester